3-(5-(1,5-Dimethyl-4-phenyl-1H-pyrazol-3-yl)-1-oxoisoindolin-2-yl)piperidine-2,6-dione CN1N=C(C(=C1C)C1=CC=CC=C1)C=1C=C2CN(C(C2=CC1)=O)C1C(NC(CC1)=O)=O